(6-(4-chlorophenyl)-2-(1-methyl-1H-pyrazol-4-yl)pyrimidin-4-yl)piperidine-4-carbonitrile ClC1=CC=C(C=C1)C1=CC(=NC(=N1)C=1C=NN(C1)C)N1CCC(CC1)C#N